7-bromo-1,3-dihydroimidazo[4,5-b]Pyridin-2-one BrC1=C2C(=NC=C1)NC(N2)=O